(4-nitrophenyl) nonyl carbonate C(OC1=CC=C(C=C1)[N+](=O)[O-])(OCCCCCCCCC)=O